O=C1NC(CCC1N1C(C2=CC=C(C=C2C1=O)NCCCCC(N1CCC(CC1)N1N=CC(=C1)C1=NC2=CC=CC=C2N=C1)=O)=O)=O 2-(2,6-dioxopiperidin-3-yl)-5-((5-oxo-5-(4-(4-(quinoxalin-2-yl)-1H-pyrazol-1-yl)piperidin-1-yl)pentyl)amino)isoindoline-1,3-dione